3,4-dihydro-2H-1,4-thiazine-6-carboxylate S1CCNC=C1C(=O)[O-]